1-(2,2-Diethoxyethyl)-5,5-dimethyl-1,4,5,6-tetrahydrocyclopenta[b]pyrrole-2-carboxylic acid ethyl ester C(C)OC(=O)C1=CC2=C(N1CC(OCC)OCC)CC(C2)(C)C